[(2-Hydroxyethyl)phenylamino]ethanol OCCN(C1=CC=CC=C1)C(C)O